C(#N)C(CO)(C)NC(=O)C1=NC=CC(=C1)NC(CC1=C(C=CC(=C1)F)O)=O N-(1-cyano-2-hydroxy-1-methyl-ethyl)-4-[[2-(5-fluoro-2-hydroxy-phenyl)acetyl]amino]pyridine-2-carboxamide